NC(C(=O)NC1=NC(N(C=C1)C1OC(C(C1O)O)CO)=O)CC(C)C 2-amino-N-(1-(3,4-dihydroxy-5-(hydroxymethyl)tetrahydrofuran-2-yl)-2-oxo-1,2-dihydropyrimidin-4-yl)-4-methylpentanamide